Diethyl-bis[[3,5-bis(1,1-dimethylethyl)-4-hydroxyphenyl]-methyl]calcium phosphonate P(O)(O)=O.C(C)C(C1=CC(=C(C(=C1)C(C)(C)C)O)C(C)(C)C)([Ca]CC1=CC(=C(C(=C1)C(C)(C)C)O)C(C)(C)C)CC